(S)-1-(3-(4-amino-3-((2,6-difluoro-3,5-dimethoxyphenyl)ethynyl)-7-(pyridin-2-yl)-1H-pyrazolo[4,3-c]pyridin-1-yl)pyrrolidin-1-yl)prop-2-en-1-one NC1=NC=C(C2=C1C(=NN2[C@@H]2CN(CC2)C(C=C)=O)C#CC2=C(C(=CC(=C2F)OC)OC)F)C2=NC=CC=C2